CC1(OB(OC1(C)C)C1=C(C=C(C=C1)S(=O)(=O)C(F)(F)F)C)C 4,4,5,5-tetramethyl-2-[2-methyl-4-(trifluoromethylsulfonyl)phenyl]-1,3,2-dioxaborolane